C(#N)C1=C(C(=CC=C1)OC(F)F)C=1C=C(OC(C1OCCOC)=O)C(=O)OC methyl 4-[2-cyano-6-(difluoromethoxy)phenyl]-5-(2-methoxyethoxy)-6-oxopyran-2-carboxylate